(4S)-4-methyl-1-{4-[(3-methyl-4-{[1,2,4]triazolo[1,5-a]pyridin-7-ylmethyl}phenyl)amino]quinazolin-6-yl}-3-methylidenepyrrolidin-2-one C[C@H]1C(C(N(C1)C=1C=C2C(=NC=NC2=CC1)NC1=CC(=C(C=C1)CC1=CC=2N(C=C1)N=CN2)C)=O)=C